4-((2S)-2-(ethyl-(methyl)carbamoyl)-4-(4-(trifluoromethyl)phenyl)pyrrolidin-1-yl)benzoic acid C(C)N(C(=O)[C@H]1N(CC(C1)C1=CC=C(C=C1)C(F)(F)F)C1=CC=C(C(=O)O)C=C1)C